5-(6-(((S)-1,1,1-trifluorobut-2-yl)amino)-4-(trifluoromethyl)pyridin-3-yl)thiazole-2-carboxylic acid ethyl ester C(C)OC(=O)C=1SC(=CN1)C=1C=NC(=CC1C(F)(F)F)N[C@H](C(F)(F)F)CC